N1C[C@@H](CC1)NC([O-])=O N-[(3R)-pyrrolidin-3-yl]carbamate